CN(C/C=C/C(=O)N1CC2=C(C(C1)C1=C(C=CC=C1)C=1C(=NN(C1)CCC1=NC=CC=C1)C(F)(F)F)C=C(S2)C#N)C (E)-6-(4-(Dimethylamino)but-2-enoyl)-4-(2-(1-(2-(pyridin-2-yl)ethyl)-3-(trifluoromethyl)-1H-pyrazol-4-yl)phenyl)-4,5,6,7-tetrahydrothieno[2,3-c]pyridine-2-carbonitrile